N-benzyl(7-methoxy-1-naphthyl)acetamide C(C1=CC=CC=C1)NC(CC1=CC=CC2=CC=C(C=C12)OC)=O